tert-butyl (1R,3R)-1-(4-tert-butoxycarbonylphenyl)-2,3,4,9-tetrahydro-1H-pyrido[3,4-b]indole-3-carboxylate C(C)(C)(C)OC(=O)C1=CC=C(C=C1)[C@H]1N[C@H](CC2=C1NC1=CC=CC=C21)C(=O)OC(C)(C)C